2-(2-((3S,5S)-5-((S)-2-cyano-4,4-difluoropyrrolidine-1-carbonyl)-2-oxopyrrolidin-3-yl)acetyl)isoindoline-4-carboxamide C(#N)[C@H]1N(CC(C1)(F)F)C(=O)[C@@H]1C[C@H](C(N1)=O)CC(=O)N1CC=2C=CC=C(C2C1)C(=O)N